N-(2-fluorobenzyl)-5-(6-methylpyridin-2-yl)-1H-imidazol-2-amine FC1=C(CNC=2NC(=CN2)C2=NC(=CC=C2)C)C=CC=C1